CC=1C=C2C=C(C(NC2=CC1C)=O)CNCC=1SC=CC1 6,7-dimethyl-3-[(2-thienylmethylamino)methyl]-1H-quinolin-2-one